C(C)(C)(C)OC(=O)N1CCC(CC1)C1=C(C(=C(C=C1)N)N)OCC(F)F 4-(3,4-diamino-2-(2,2-difluoroethoxy)phenyl)piperidine-1-carboxylic acid tert-butyl ester